NOC1(CC2CCC(C1)O2)C(=O)OC(C)(C)C tert-butyl 3-(aminooxy)-8-oxabicyclo[3.2.1]octane-3-carboxylate